[C@H]1([C@@H]([C@H]([C@@H]([C@H]([C@@H]1OP(=O)(O)O)O)OP(=O)(O)O)OP(=O)(O)O)O)O 1D-myo-inositol 1,4,5-trisphosphate